C(C)(C)(C)OC(=O)N1[C@@H]2[C@H](C[C@H]1C(=O)O)COC2 (2S,3aS,6aR)-1-(tert-butoxycarbonyl)-hexahydrofuro[3,4-b]pyrrole-2-carboxylic acid